7-chloro-2-(2-cyclopropyl-4-(methylsulfonyl)phenyl)-8-hydroxy-3-((6-(trifluoromethyl)pyridin-3-yl)methyl)benzo[4,5]thieno[2,3-d]pyrimidin-4(3H)-one ClC1=C(C2=C(C3=C(N=C(N(C3=O)CC=3C=NC(=CC3)C(F)(F)F)C3=C(C=C(C=C3)S(=O)(=O)C)C3CC3)S2)C=C1)O